(3-(dimethylamino)propyl)dimethyl-indium CN(CCC[In](C)C)C